N-Boc-aminoketone C(=O)(OC(C)(C)C)NC(=O)NC(=O)OC(C)(C)C